(1S,2S)-2-fluoro-N-(6-(4-methylpyrimidin-5-yl)benzo[d]thiazol-2-yl)cyclopropane-1-carboxamide F[C@@H]1[C@@H](C1)C(=O)NC=1SC2=C(N1)C=CC(=C2)C=2C(=NC=NC2)C